N-(4-(4-((3,4-difluorophenyl)sulfonamido)-3,5-diethylphenyl)-1H-pyrrolo[2,3-b]pyridin-6-yl)cyclopropylcarboxamide FC=1C=C(C=CC1F)S(=O)(=O)NC1=C(C=C(C=C1CC)C1=C2C(=NC(=C1)NC(=O)C1CC1)NC=C2)CC